N1(CCNCC1)C1CCC(CC1)NC1=NC=NN2C1=C(C=C2)C2CCOCC2 N-(4-piperazin-1-ylcyclohexyl)-5-tetrahydropyran-4-yl-pyrrolo[2,1-f][1,2,4]triazin-4-amine